ClC=1N=C(C2=C(N1)NC=C2)NC2C1=C(CN=C2)SC=C1 4-((2-Chloro-7H-pyrrolo[2,3-d]pyrimidin-4-yl)amino)-4,7-dihydrothieno[2,3-c]pyridine